benzoic acid, anhydride C(C1=CC=CC=C1)(=O)OC(C1=CC=CC=C1)=O